isobutyl mercaptan sodium salt [Na].C(C(C)C)S